4-((3-fluorobenzyl)oxy)benzoic acid FC=1C=C(COC2=CC=C(C(=O)O)C=C2)C=CC1